FC1=CC2=C(NC(=N2)C=2N=NC=C(C2N2CCC(CC2)N)C2=CC(=CC(=C2)C)F)C=C1 1-[3-(5-fluoro-1H-1,3-benzodiazol-2-yl)-5-(3-fluoro-5-methylphenyl)pyridazin-4-yl]piperidin-4-amine